CC(CCCC(=O)O)C 5-Methyl-Caproic Acid